C1(CC1)C1=C(C(=NO1)C1=C(C=CC=C1Cl)Cl)CO[C@H]1[C@@H](CN(CC1)C1=CC=C(C=C1)C1=NOC(N1)=O)C 3-(4-((3R,4R)-4-((5-cyclopropyl-3-(2,6-dichlorophenyl)isoxazol-4-yl)methoxy)-3-methylpiperidin-1-yl)phenyl)-1,2,4-oxadiazol-5(4H)-one